(+)-(4R)-4-[3-[3-[6-[3-hydroxy-3-(trifluoromethyl)pyrrolidin-1-yl]-3-pyridyl]azetidin-1-yl]-3-oxo-propyl]oxazolidin-2-one OC1(CN(CC1)C1=CC=C(C=N1)C1CN(C1)C(CC[C@H]1NC(OC1)=O)=O)C(F)(F)F